BrC1=C(C#N)C=C(C=C1)N1C2=CC=CC=C2C=2C=CC=CC12 bromo-5-(9H-carbazol-9-yl)benzonitrile